(Z)-1-(4-chloro-2-fluoro-phenyl)-3-(dimethylamino)but-2-en-1-one ClC1=CC(=C(C=C1)C(\C=C(\C)/N(C)C)=O)F